C1=CC=CC2=C1C=1C(S2)=CC2=C(SC3=C2C=CC=C3)C1 benzo[1,2-b:4,5-b']bis[1]benzothiophene